C[C@@H]1N(CCN(C1)C)C1=CC(=C2CN(C(C2=C1)=O)C1=CC(=CC=C1)C1(COC1)CC1=NN=CN1C)C(F)(F)F (S)-6-(2,4-Dimethylpiperazin-1-yl)-2-(3-(3-((4-methyl-4H-1,2,4-triazol-3-yl)methyl)oxetan-3-yl)phenyl)-4-(trifluoromethyl)isoindolin-1-one